C(C)(C)C1=C(C=CC=C1)C1=C(C(=CC=C1)N)N (2-isopropylphenyl)benzene-1,2-diamine